COC(C1=CC=C(C=C1)OCC#N)=O 4-(cyanomethoxy)benzoic acid methyl ester